FC(C=1C=C(C=C(C1)C(F)(F)F)[B-](C1=CC(=CC(=C1)C(F)(F)F)C(F)(F)F)(C1=CC(=CC(=C1)C(F)(F)F)C(F)(F)F)C1=CC(=CC(=C1)C(F)(F)F)C(F)(F)F)(F)F.ClC1=[N+](C=CC=C1)CC1=CC=C(C=C1)OC 2-Chloro-1-(4-methoxybenzyl)pyridinium tetrakis(3,5-bis(trifluoromethyl)phenyl)borate